1-[2-chloro-4-[[5-(2,3-difluoro-4-methoxy-phenyl)-1-methyl-imidazole-2-carbonyl]amino]benzoyl]pyrrolidine-3-carboxylic acid ClC1=C(C(=O)N2CC(CC2)C(=O)O)C=CC(=C1)NC(=O)C=1N(C(=CN1)C1=C(C(=C(C=C1)OC)F)F)C